O=C1N(C(C2=CC=CC=C12)=O)CC(=O)NS(=O)(=O)C 2-(1,3-dioxoisoindolin-2-yl)-N-methanesulfonylacetamide